4-[6-nitro-3-phenoxy-2-(trifluoromethyl)phenyl]Piperazine-1-carboxylic acid tert-butyl ester C(C)(C)(C)OC(=O)N1CCN(CC1)C1=C(C(=CC=C1[N+](=O)[O-])OC1=CC=CC=C1)C(F)(F)F